6-chloro-7-fluoro-5-methoxy-3-(1H-pyrazol-4-yl)-2-(5-(trifluoromethyl)-1H-1,2,4-triazol-3-yl)-1H-indole ClC1=C(C=C2C(=C(NC2=C1F)C1=NNC(=N1)C(F)(F)F)C=1C=NNC1)OC